benzyl rac-2-(2-(4-fluorophenyl)-6-(((1R,5S,6s)-3-(1-methyl-3-(thiazol-4-yl)-1H-pyrazole-5-carbonyl)-3-azabicyclo[3.1.0]hexan-6-yl)oxy)pyridin-4-yl)-2-methylpyrrolidine-1-carboxylate FC1=CC=C(C=C1)C1=NC(=CC(=C1)C1(N(CCC1)C(=O)OCC1=CC=CC=C1)C)OC1[C@@H]2CN(C[C@H]12)C(=O)C1=CC(=NN1C)C=1N=CSC1